Glutamyl-glutamine N[C@@H](CCC(=O)O)C(=O)N[C@@H](CCC(N)=O)C(=O)O